2-hydroxy-1,2-di(2-methylphenyl)ethanone OC(C(=O)C1=C(C=CC=C1)C)C1=C(C=CC=C1)C